5'-bromo-1'-(4-chloro-3-fluorophenyl)-3-(methoxymethyl)-1',2'-dihydrospiro[cyclobutane-1,3'-pyrrolo[3,2-b]pyridine] BrC1=CC=C2C(=N1)C1(CN2C2=CC(=C(C=C2)Cl)F)CC(C1)COC